BrC1=CC=C(C=C1)N1C(N(C2(C1)CCN(CC2)C2COC2)CC2=CC(=CC=C2)OC)=O 3-(4-bromophenyl)-1-(3-methoxybenzyl)-8-(oxetan-3-yl)-1,3,8-triazaspiro[4.5]decan-2-one